methyl 2-(3-cyclopropyl-1,2,4-oxadiazol-5-yl)acetate C1(CC1)C1=NOC(=N1)CC(=O)OC